furo[3,2-b]pyridin-2-yl(trimethyl)silane O1C(=CC2=NC=CC=C21)[Si](C)(C)C